5-ethylsulfonyl-2-(7-trifluoromethyl-[1,2,4]triazolo[1,5-a]pyridin-2-yl)nicotinaldehyde O-(2,2-difluoroethyl)oxime FC(CON=CC1=C(N=CC(=C1)S(=O)(=O)CC)C1=NN2C(C=C(C=C2)C(F)(F)F)=N1)F